C(C)(=O)N1CCC(CC1)NC=1C=C(C(=O)OC)C=C(N1)OC1CCCC1 methyl 2-((1-acetylpiperidin-4-yl)amino)-6-(cyclopentyloxy)isonicotinate